CC(C)(C)OC=O methanoic acid 2-methylpropan-2-yl ester